FC(OC1=C(C=CC(=N1)CO)C)F (6-(difluoromethoxy)-5-methylpyridin-2-yl)methanol